BrC1=CC=C(C=C1)[C@@H]1CN(CC1)C1=CC(=C(C#N)C=C1)C(F)(F)F |r| rac-4-(3-(4-bromophenyl)pyrrolidin-1-yl)-2-(trifluoromethyl)benzonitrile